[Si](C)(C)(C(C)(C)C)OCCN(CC(O)C1=C(C=C(C(=O)OC)C=C1)C)[C@H](C)C1=CC=CC=C1 Methyl 4-(2-((2-((tert-butyldimethylsilyl)oxy)ethyl)((R)-1-phenylethyl)amino)-1-hydroxyethyl)-3-methylbenzoate